2,2'-bis[4-(3-aminophenoxy)phenyl]Hexafluoropropane C1=CC(=CC(=C1)OC2=CC=C(C=C2)C(C3=CC=C(C=C3)OC4=CC=CC(=C4)N)(C(F)(F)F)C(F)(F)F)N